6-[(dodecanoyloxy)methyl]-3,4,5-trihydroxyoxan C(CCCCCCCCCCC)(=O)OCC1C(C(C(CO1)O)O)O